nickel-molybdenum aluminum [Al].[Mo].[Ni]